dioctyl-tin di(ethyl maleate) C(C)/C(/C(=O)[O-])=C/C(=O)[O-].C(C)/C(/C(=O)[O-])=C/C(=O)[O-].C(CCCCCCC)[Sn+4]CCCCCCCC